NC=1C=2N(N=C(C1)C=1OC(C3=C(N1)C=C(C(=C3)F)C#C)=O)N=NN2 2-(8-aminotetrazolo[1,5-b]pyridazin-6-yl)-7-ethynyl-6-fluoro-4H-benzo[d][1,3]oxazin-4-one